N1CCC(CC1)OC1CCC(CC1)C(=O)O (1r,4r)-4-(piperidin-4-yloxy)cyclohexane-1-carboxylic acid